ClC=1C=C(C=C(C1OC=1C=C2C3(C(NC2=CC1)=O)CCC3)Cl)NC(=O)C3=NOC(N3)=O N-(3,5-dichloro-4-((2'-oxospiro[cyclobutane-1,3'-indolin]-5'-yl)oxy)phenyl)-5-oxo-4,5-dihydro-1,2,4-oxadiazole-3-carboxamide